FC1=CC=C(C=C1)C1=CC=C(C=C1)OC1=NC=C(C=C1)[N+](=O)[O-] 2-((4'-fluoro-[1,1'-biphenyl]-4-yl)oxy)-5-nitropyridine